tert-butyl (S)-2-((3-((1-(7-ethylquinolin-5-yl)cyclopropyl)carbamoyl)-4-methylphenoxy)methyl)azetidine-1-carboxylate C(C)C1=CC(=C2C=CC=NC2=C1)C1(CC1)NC(=O)C=1C=C(OC[C@H]2N(CC2)C(=O)OC(C)(C)C)C=CC1C